C1(CC1)C1=NC=C(C(=N1)OC1=CC=CC=C1)C(=O)N[C@H](\C=C\S(=O)(=O)C)C1CC1 (S,E)-2-cyclopropyl-N-(1-cyclopropyl-3-(methylsulfonyl)allyl)-4-phenoxypyrimidine-5-carboxamide